2-((1R,3R)-1-acetoxy-3-((2S,3S)-N,3-dimethyl-2-((R)-1-methylpiperidin-4-yl)pentanoylamino)-4-methylpentyl)thiazole C(C)(=O)O[C@H](C[C@H](C(C)C)N(C)C([C@@H]([C@H](CC)C)C1CCN(CC1)C)=O)C=1SC=CN1